NC1=C(C(C=2COC=3C=CC=CC3C2O1)CCC)C#N 2-amino-4-propyl-4H,5H-pyrano[3,2-c]chromene-3-carbonitrile